ClC=1C=C(N(C1)S(=O)(=O)C1=CC=C(C)C=C1)C=1C=NN(C1)C1CCN(CC1)C(C)=O 4-chloro-2-(1-(1-acetylpiperidin-4-yl)-1H-pyrazol-4-yl)-1-p-toluenesulfonyl-1H-pyrrole